N-(5-(2,3-Dihydrobenzo[b][1,4]dioxine-6-carboxamido)-2-fluorophenyl)-6-(2-(4-ethylpiperazin-1-yl)ethyl)thieno[2,3-b]pyridine-2-carboxamide O1C2=C(OCC1)C=C(C=C2)C(=O)NC=2C=CC(=C(C2)NC(=O)C2=CC=1C(=NC(=CC1)CCN1CCN(CC1)CC)S2)F